C(C)ON=C1C2=C(N=CN1)N(C=C2)[C@@H]2O[C@@H]([C@H]([C@H]2O)O)[C@H](O)C2=CC(=C(C=C2)Cl)Cl 7-((2R,3R,4S,5R)-5-((R)-(3,4-dichlorophenyl)(hydroxy)methyl)-3,4-dihydroxytetrahydrofuran-2-yl)-3,7-dihydro-4H-pyrrolo[2,3-d]pyrimidin-4-one O-ethyl oxime